ClC=1C=C(C=C(C1)Cl)C1=CC=NC=2N1N=C(C2C2=NN=C1N2C=CC(=C1)C(F)(F)F)S(=O)(=O)CC 3-(7-(3,5-dichlorophenyl)-2-(ethylsulfonyl)pyrazolo[1,5-a]pyrimidin-3-yl)-7-(trifluoromethyl)-[1,2,4]triazolo[4,3-a]pyridine